FC(N1N=C(C=C1)[C@@]1(C[C@@H](C=2C=NC=3N(C21)N=C(C3)F)C(=O)NC=3C=NC(=C(C3)OC)C3=NC=CC=N3)C)F (6S,8R)-8-(1-(difluoromethyl)-1H-pyrazol-3-yl)-2-fluoro-N-(5-methoxy-6-(pyrimidin-2-yl)pyridin-3-yl)-8-methyl-7,8-dihydro-6H-cyclopenta[e]pyrazolo[1,5-a]pyrimidine-6-carboxamide